pimelyl-L-serine C(CCCCCC(=O)O)(=O)N[C@@H](CO)C(=O)O